(E)-5-fluoro-2-styryl-1H-benzimidazole FC1=CC2=C(NC(=N2)\C=C\C2=CC=CC=C2)C=C1